ClC=1C(=CC=C2C=CC=C(C12)C1=C(C=2C(C=N1)=C(SN2)N2CC1(CN(C1)C(=O)OCCCC)C2)F)F butyl 6-(6-(8-chloro-7-fluoronaphthalen-1-yl)-7-fluoroisothiazolo[4,3-c]pyridin-3-yl)-2,6-diazaspiro[3.3]heptane-2-carboxylate